OCCN(CCN(CCO)CCO)CCO N,N,N',N'-tetra(2-hydroxyethyl)ethylenediamine